C12CCC(CC1)N2CC2=C(CNC1=C(C(=C(C(=C1)F)S(=O)(=O)NC1=NOC=C1)F)C)C(=CC=C2)F ((2-((7-azabicyclo[2.2.1]heptan-7-yl)methyl)-6-fluorobenzyl)amino)-2,6-difluoro-N-(isoxazol-3-yl)-3-methylbenzenesulfonamide